C(C#C)OCC#C mono-propargyl ether